C(C)(C)(C)N(C(O)=O)CC1CN(C=2N(C1)N=CC2Br)C2=CC=C(C=C2)C(F)(F)F.BrCC2=CC=C(OC1=CC=C(C=C1)C(C)=O)C=C2 1-(4-(4-(bromomethyl)phenoxy)phenyl)ethan-1-one tert-butyl-((3-bromo-4-(4-(trifluoromethyl)phenyl)-4,5,6,7-tetrahydropyrazolo[1,5-a]pyrimidin-6-yl)methyl)carbamate